(E)-2-bromo-N-(5-(2-cyclopropylvinyl)pyridin-2-yl)propionamide BrC(C(=O)NC1=NC=C(C=C1)\C=C\C1CC1)C